C1(=CC=CC=C1)S(=O)(=O)N1C=C(C=2C1=NC(=CC2)C=2SC=CN2)C2=NC(=NC=C2C(F)(F)F)N[C@H]2CC(CN(C2)C(=O)OC(C)(C)C)(C)C tert-butyl (5S)-5-[[4-[1-(benzenesulfonyl)-6-thiazol-2-yl-pyrrolo[2,3-b]pyridin-3-yl]-5-(trifluoromethyl)pyrimidin-2-yl]amino]-3,3-dimethyl-piperidine-1-carboxylate